N-[4-(4-amino-3-{3-fluoro-4-[(4-methylpyrimidin-2-yl)oxy]phenyl}-7-(3-hydroxy-3-methylbut-1-ynyl)-1-methylpyrrolo[3,2-c]pyridin-2-yl)phenyl]-2-fluoroprop-2-enamide NC1=NC=C(C2=C1C(=C(N2C)C2=CC=C(C=C2)NC(C(=C)F)=O)C2=CC(=C(C=C2)OC2=NC=CC(=N2)C)F)C#CC(C)(C)O